CC1=C(C=C2C=NN(C2=C1)C1OCCCC1)O 6-methyl-1-(tetrahydro-2H-pyran-2-yl)-1H-indazol-5-ol